C(C=C)C1=C(C=CC=C1)C1=CC(=CC=C1)CC1N(CCC1NS(=O)(=O)CC)C(CCC=C)=O N-(2-((2'-allyl-[1,1'-biphenyl]-3-yl)methyl)-1-(pent-4-enoyl)pyrrolidin-3-yl)ethanesulfonamide